2,4-Dinitrophenylhydroxylamin [N+](=O)([O-])C1=C(C=CC(=C1)[N+](=O)[O-])NO